di-tert-butyl 1,1'-(oxybis(pentane-5,1-diyl))bis(cyclopropane-1-carboxylate) O(CCCCCC1(CC1)C(=O)OC(C)(C)C)CCCCCC1(CC1)C(=O)OC(C)(C)C